P(=O)(O[C@@H](C)[C@H]1O[C@H](C[C@@H]1O)N1C(NC(C(=C1)F)=O)=O)(O)O (S)-1-((2S,3S,5R)-5-(5-fluoro-2,4-dioxo-3,4-dihydropyrimidin-1(2H)-yl)-3-hydroxytetrahydrofuran-2-yl)ethyl dihydrogen phosphate